(7-(hydroxyamino)-7-oxoheptyl)-2-((2,3-dihydro-1H-inden-1-yl)amino)pyrimidine-5-carboxamide ONC(CCCCCCC1=NC(=NC=C1C(=O)N)NC1CCC2=CC=CC=C12)=O